CC1([C@H]2CN([C@@H]([C@@H]12)C(=O)OC)C(=O)OC(C)(C)C)C O3-tert-butyl O2-methyl (1R,2S,5S)-6,6-dimethyl-3-azabicyclo[3.1.0]hexane-2,3-dicarboxylate